[(6S)-6-(Difluoromethyl)-1-(2-{cis-4-[(3-methylpyridin-2-yl)oxy]cyclohexyl}ethyl)-4,5,6,7-tetrahydro-1H-indazol-3-yl](4-hydroxypiperidin-1-yl)methanon FC([C@H]1CCC=2C(=NN(C2C1)CC[C@@H]1CC[C@@H](CC1)OC1=NC=CC=C1C)C(=O)N1CCC(CC1)O)F